1-(4-methoxyphenyl)-5-phenylpenta-2,4-diene COC1=CC=C(C=C1)CC=CC=CC1=CC=CC=C1